5-[2-[2-(4-hydroxy-1-methyl-pent-2-ynoxy)ethylsulfonyl]ethoxy]hex-3-yn-2-ol OC(C#CC(OCCS(=O)(=O)CCOC(C#CC(C)O)C)C)C